S1C=CC2=C1C=C1N2CCNC1 5,6,7,8-tetrahydrothieno[2',3':4,5]pyrrolo[1,2-a]pyrazine